6-fluoro-3-methyl-7-((4-(8-(methylamino)-1,7-naphthyridin-3-yl)piperazin-1-yl)methyl)pyrazolo[1,5-a]quinoxalin-4(5H)-one FC1=C2NC(C=3N(C2=CC=C1CN1CCN(CC1)C=1C=NC2=C(N=CC=C2C1)NC)N=CC3C)=O